1-(2-((5-amino-4-((2-(dimethylamino)ethyl)(methyl)amino)-2-methoxyphenyl)amino)-5-methoxypyrimidin-4-yl)-3-methyl-1H-benzo[d]imidazol-2(3H)-one NC=1C(=CC(=C(C1)NC1=NC=C(C(=N1)N1C(N(C2=C1C=CC=C2)C)=O)OC)OC)N(C)CCN(C)C